C(C)OC1=C(C=C(C=C1)S(=O)(=O)N1CC(C1)OCCCO)C=1NC(C2=C(N1)C(=NN2C)CCC)=O 5-(2-ethoxy-5-((3-(3-hydroxypropoxy)azetidin-1-yl)sulfonyl)phenyl)-1-methyl-3-propyl-1,6-dihydro-7H-pyrazolo[4,3-d]pyrimidin-7-one